NC1CCC(CC1)NC1=C(C=NC(=C1)NC1=CC=C2C(=N1)N(N=C2)C(C)C)C2=NC=C(C=C2)C(F)(F)F N4'-((1s,4s)-4-aminocyclohexyl)-N6'-(1-isopropyl-1H-pyrazolo[3,4-b]pyridin-6-yl)-5-(trifluoromethyl)-[2,3'-bipyridine]-4',6'-diamine